4-(((2S,4R)-2-methyltetrahydro-2H-pyran-4-yl)amino)pyrido[3,4-d]pyridazine C[C@@H]1OCC[C@H](C1)NC=1N=NC=C2C1C=NC=C2